CC1=CN=C(S1)NC(CC1=CC=C(C=C1)C1=NC=CC=N1)=O N-(5-methylthiazol-2-yl)-2-(4-(pyrimidin-2-yl)phenyl)acetamide